C1(=C(C=CC2=CC=CC=C12)OC1=C(C=CC=2SC3=CC=CC=C3SC12)CO)C1=C(C=CC2=CC=CC=C12)OC1=C(C=CC=2SC3=CC=CC=C3SC12)CO {[1,1'-binaphthalene]-2,2'-diylbis(oxythianthrene-1,2-diyl)}dimethanol